(cis)-tert-butyl 3-(hexahydro-2H-pyrido[4,3-b][1,4]oxazin-6(7H)-yl)-2,2-dimethylpropionate O1[C@@H]2[C@H](NCC1)CN(CC2)CC(C(=O)OC(C)(C)C)(C)C